(S)-6-((R,E)-4-aminopent-2-enoyl)-4-(2-(1-ethyl-3-(trifluoromethyl)-1H-pyrazol-4-yl)phenyl)-4,5,6,7-tetrahydrothieno[2,3-c]pyridine-2-carbonitrile N[C@@H](/C=C/C(=O)N1CC2=C([C@@H](C1)C1=C(C=CC=C1)C=1C(=NN(C1)CC)C(F)(F)F)C=C(S2)C#N)C